tert-Butyl (R)-(1-(cyclopropylmethyl)piperidin-3-yl)carbamate C1(CC1)CN1C[C@@H](CCC1)NC(OC(C)(C)C)=O